C(#N)C1=C(C=CC=C1)CC(=O)NC1=CC=CC=C1 2-(2-cyanophenyl)-N-phenylacetamide